FC=1C(=C(C=CC1F)[C@@H]1[C@@H](O[C@@]([C@H]1C)(C(F)(F)F)C)C(=O)NC1=CC(=NC=C1)C(=O)N)OC([2H])([2H])[2H] 4-((2R,3R,4S,5S)-3-(3,4-difluoro-2-(methoxy-d3)phenyl)-4,5-dimethyl-5-(trifluoromethyl)tetrahydrofuran-2-carboxamido)picolinamide